2-trimethylsilylethyl N-[2-[2-[2-[2-(2-aminoethoxy)ethoxy]ethoxy]ethoxy]ethyl]-N-methyl-carbamate NCCOCCOCCOCCOCCN(C(OCC[Si](C)(C)C)=O)C